butyl (E)-(3-(4-(6-(3-(pyridin-3-yl)acrylamido)hexyl)piperidine-1-carbonyl)phenyl)carbamate N1=CC(=CC=C1)/C=C/C(=O)NCCCCCCC1CCN(CC1)C(=O)C=1C=C(C=CC1)NC(OCCCC)=O